Cl.Cl.Cl.C(C#C)C1(CCC(CC1)N)N 1-(prop-2-yn-1-yl)cyclohexane-1,4-diamine tri-hydrochloride